2-(2,3,5,6-tetrakis(3,6-dimethyl-9H-carbazol-9-yl)-4-(pyridin-3-yl)phenyl)benzo[d]thiazole CC=1C=CC=2N(C3=CC=C(C=C3C2C1)C)C1=C(C(=C(C(=C1N1C2=CC=C(C=C2C=2C=C(C=CC12)C)C)C=1C=NC=CC1)N1C2=CC=C(C=C2C=2C=C(C=CC12)C)C)N1C2=CC=C(C=C2C=2C=C(C=CC12)C)C)C=1SC2=C(N1)C=CC=C2